1-(((6-(2-hydroxypropan-2-yl)pyridin-3-yl)methyl)amino)piperidin-2-one OC(C)(C)C1=CC=C(C=N1)CNN1C(CCCC1)=O